2-(fluoromethyl)norbornane FCC1C2CCC(C1)C2